C(C)C=1NC(=C(N1)C=1C=C(C=CC1)C)C1=CC2=C(N=CS2)C=C1 6-(2-Ethyl-4-(m-tolyl)-1H-imidazol-5-yl)benzo[d]thiazole